methyl 3-chloro-2-(2-(1,3-dimethyl-1H-pyrazol-4-yl)-4-fluorophenyl)imidazo[1,2-a]pyridine-7-carboxylate ClC1=C(N=C2N1C=CC(=C2)C(=O)OC)C2=C(C=C(C=C2)F)C=2C(=NN(C2)C)C